COC1=NC=C(C(=N1)C(F)(F)F)CC=O 2-(2-methoxy-4-(trifluoromethyl)pyrimidin-5-yl)acetaldehyde